T-amyl-ethanol tert-butyl-4-[(5-fluoro-2-nitro-3-pyridyl)amino]piperidine-1-carboxylate C(C)(C)(C)C1N(CCC(C1)NC=1C(=NC=C(C1)F)[N+](=O)[O-])C(=O)OC(C)C(C)(C)CC